Ethyl{[4-bromo-5-(2-fluoropyridin-4-yl)-1-(pyridin-2-yl)-1H-pyrazol-3-yl]oxy}acetate C(C)OC(COC1=NN(C(=C1Br)C1=CC(=NC=C1)F)C1=NC=CC=C1)=O